3-cyano-5-ethyl-1H-1,2,4-triazole C(#N)C1=NNC(=N1)CC